6-fluoro-2,2-dimethyl-5-nitro-2,3-dihydrobenzofuran FC1=CC2=C(CC(O2)(C)C)C=C1[N+](=O)[O-]